C(#N)C=1C=C(C=CC1)CC(=O)NC(C=1OC2=C(N1)C=C(C=C2)C(COC)N2C(NC(C2)C(F)(F)F)=O)C2CCC(CC2)(F)F 2-(3-cyanophenyl)-N-((4,4-difluorocyclohexyl)(5-(2-methoxy-1-(2-oxo-4-(trifluoromethyl)imidazolidin-1-yl)ethyl)benzo[d]oxazol-2-yl)methyl)acetamide